N-(4-methoxybenzyl)-N-methylpentane-1-amine COC1=CC=C(CN(CCCCC)C)C=C1